6-bromo-3-ethyl-1-methyl-2-oxo-2,3-dihydro-1H-benzo[d]imidazole-5-carboxylic acid ethyl ester C(C)OC(=O)C1=CC2=C(N(C(N2CC)=O)C)C=C1Br